acetoacetic acid allyl ester (allyl acetate) C(C=C)CC(=O)O.C(C=C)OC(CC(=O)C)=O